C1(CC1)CSC1=CC=C(C=N1)C1CCC2(CC3=CC=CC=C3C2N)CC1 4-{6-[(cyclopropylmethyl)sulfanyl]pyridin-3-yl}-1',3'-dihydrospiro[cyclohexane-1,2'-indene]-3'-amine